C(C)(C)(C)OC(=O)N1CC=2N(CC1C)N=CC2I 3-iodo-6-methyl-6,7-dihydropyrazolo[1,5-a]pyrazine-5(4H)-carboxylic acid tert-butyl ester